C(=C)C(C(=O)O)C(=O)O.[K] potassium vinylmalonic acid